C(C)OC(=O)C1=CN(CCC2=C1SC=C2)C(C2=CC(=C(C=C2)F)F)=O 6-(3,4-difluoro-benzoyl)-5,6-dihydro-4H-thieno[2,3-D]azepin-8-carboxylic acid ethyl ester